ClC=1C(=NC=CC1)C(C(=O)O)(C)C 2-(3-chloropyridin-2-yl)-2-methylpropanoic acid